C(C1=CC=CC=C1)OC1=NN(C(=C1)C(=O)OCC)CC(CC(=O)OCC)C ethyl 3-(benzyloxy)-1-(4-ethoxy-2-methyl-4-oxobutyl)-1H-pyrazole-5-carboxylate